2-(8-aminooct-1-yn-1-yl)-5-(piperazin-1-yl)benzoic acid NCCCCCCC#CC1=C(C(=O)O)C=C(C=C1)N1CCNCC1